4,8-dimethyl-1,2,3,5,6,7-hexahydronaphthalene-1,2,5,6-tetracarboxylic acid CC=1CC(C(C2=C(CC(C(C12)C(=O)O)C(=O)O)C)C(=O)O)C(=O)O